((5-((dimethylamino)methyl)-1,3-phenylene)bis(oxy))bis(butane-4,1-diyl)bis(5-heptyldodecanoate) CN(C)CC=1C=C(C=C(C1)OCCCCC(C(=O)[O-])CCC(CCCCCCC)CCCCCCC)OCCCCC(C(=O)[O-])CCC(CCCCCCC)CCCCCCC